FC(C1=C(C=C2CCCN(C2=C1)C1=NC(=CC2=CC=C(C=C12)N1C(OCC1)=O)C(=O)O)C=1C=NN(C1)C)F 1-[7-difluoromethyl-6-(1-methyl-1H-pyrazol-4-yl)-3,4-dihydro-2H-quinolin-1-yl]-7-(2-oxo-oxazolidin-3-yl)-isoquinoline-3-carboxylic acid